9-(4-(tert-butyl)pyridin-2-yl)-4-chloro-9H-carbazol-2-ol C(C)(C)(C)C1=CC(=NC=C1)N1C2=CC=CC=C2C=2C(=CC(=CC12)O)Cl